5-(4-fluorophenoxy)pyrimidin FC1=CC=C(OC=2C=NC=NC2)C=C1